2,3-dihydropyrido[2,3-b][1,4]Oxazine-1-carboxylic acid tert-butyl ester C(C)(C)(C)OC(=O)N1C2=C(OCC1)N=CC=C2